CN(CCN1N=CC(=C1)NC=1N=CC2=C(N1)N(C(C(=C2)N2CCN(C1=C(C=CC=C21)C)C(C=C)=O)=O)C)C 2-[[1-[2-(dimethylamino)ethyl]pyrazol-4-yl]amino]-8-methyl-6-(5-methyl-4-prop-2-enoyl-2,3-dihydroquinoxalin-1-yl)pyrido[2,3-d]pyrimidin-7-one